C(CCCCCC(C)C)NCCCCCCC(C)C Diisononyl-amine